NC1=NC(N(C(=N1)C)[C@@H]1O[C@@H]([C@H]([C@H]1O)O)CO)=O 4-amino-1-[(2R,3R,4S,5R)-3,4-dihydroxy-5-(hydroxymethyl)oxolan-2-yl]-6-methyl-1,3,5-triazin-2-one